S(=O)(=O)([O-])CCO.[K+] Kalium isethionat